(E)-1-(3-(oxiran-2-ylmethoxy)phenyl)-3-phenylprop-2-en-1-one O1C(C1)COC=1C=C(C=CC1)C(\C=C\C1=CC=CC=C1)=O